S-((S)-2,3-bis((tert-butoxycarbonyl)amino)propyl)-N-(tert-butoxycarbonyl)-L-cysteine C(C)(C)(C)OC(=O)N[C@H](CSC[C@H](NC(=O)OC(C)(C)C)C(=O)O)CNC(=O)OC(C)(C)C